C(CCCCCCCCCC#C\C=C/CC)=O (Z)-13-Hexadecen-11-ynal